B([O-])([O-])[O-].C(C)C1(C(C(C(=C(C1F)F)F)([N+](C1=C(C(=C(C(=C1F)F)F)F)F)(C1=C(C(=C(C(=C1F)F)F)F)F)C1=C(C(=C(C(=C1F)F)F)F)F)CC)(F)CC)F.C(C)C1(C(C(C(=C(C1F)F)F)(CC)[N+](C1=C(C(=C(C(=C1F)F)F)F)F)(C1=C(C(=C(C(=C1F)F)F)F)F)C1=C(C(=C(C(=C1F)F)F)F)F)(CC)F)F.C(C)C1(C(C(C(=C(C1F)F)F)(CC)[N+](C1=C(C(=C(C(=C1F)F)F)F)F)(C1=C(C(=C(C(=C1F)F)F)F)F)C1=C(C(=C(C(=C1F)F)F)F)F)(CC)F)F triethyltetrakis(pentafluorophenyl)ammonium borate